C1(=CC=C(C=C1)C=1SC=C(N1)C(=O)OC)C=1SC=C(N1)C(=O)OC dimethyl 2,2'-(1,4-phenylene)dithiazole-4-carboxylate